CCC(CC(CCCCCCCCCCCCCC)O)O nonadecane-3,5-diol